tert-butyl (5-(3-((tert-butylsulfinyl)amino)tetrahydro-2H-pyran-3-yl)pyridin-3-yl)carbamate C(C)(C)(C)S(=O)NC1(COCCC1)C=1C=C(C=NC1)NC(OC(C)(C)C)=O